NC1=C(C=NN1C=1C=NC(=CC1C)OC1=C(C=CC=C1F)F)C(=O)C1=CC=2C=C3CCN(C(C3=CC2N1)C)C (5-amino-1-{6-[(2,6-difluorophenyl)oxy]-4-methylpyridin-3-yl}pyrazol-4-yl)(7,8-dimethyl-5,6,7,8-tetrahydro-1H-pyrrolo[3,2-g]isoquinolin-2-yl)methanone